N-(5-bromo-2-(3-(piperidin-1-yl)propoxy)pyridin-3-yl)-N,6-dimethylpyridine-3-sulfonamide BrC=1C=C(C(=NC1)OCCCN1CCCCC1)N(S(=O)(=O)C=1C=NC(=CC1)C)C